O1COC2=C1C=CC(=C2)[C@@H](CCC)N (R)-1-(benzo[d][1,3]dioxol-5-yl)butan-1-amine